CN(CCC(=O)OC1C[C@H](N(C1)CCCCCC(OCCCCCCCCCCC)=O)C(=O)OCCCCC(=O)OC(CCCCCCCC)CCCCCCCC)C [5-(1-octylnonoxy)-5-oxo-pentyl] (2S)-4-[3-(dimethylamino)propanoyloxy]-1-(6-oxo-6-undecoxy-hexyl)pyrrolidine-2-carboxylate